C(CCCCCCC)C1CCCC2=CC=CC=C12.[Na] Sodium octyl-tetralin